CN1C([C@H](N=C(C2=C1C=CC=C2)C2=CC=CC=C2)NC([C@H](C)NC(CC2=CC(=CC(=C2)F)F)=O)=O)=O N-[(1S)-2-[[(3S)-2,3-Dihydro-1-methyl-2-oxo-5-phenyl-1H-1,4-benzodiazepin-3-yl]amino]-1-methyl-2-oxoethyl]-3,5-difluorobenzeneacetamide